C(C)OC(CCC(=O)C1=NC2=CC(=CC=C2C=C1O)C1=CC=C(C=C1)OC(F)(F)F)=O 4-[3-hydroxy-7-(4-trifluoromethoxy-phenyl)-quinolin-2-yl]-4-oxo-butyric acid ethyl ester